C(C)OCCN1C[C@@H]2[C@H](C1)CC(C2)NC=2N=NC(=CC2)C2=C(C(=CC(=C2)F)F)F (3aR,5s,6aS)-2-(2-ethoxyethyl)-N-(6-(2,3,5-trifluorophenyl)pyridazin-3-yl)octahydrocyclopenta[c]pyrrol-5-amine